(S)-2-chloro-N-(1-(6,7-difluoro-1-oxo-1,2-dihydroisoquinolin-4-yl)ethyl)-N-methyl-4H-thieno[3,2-b]pyrrole-5-carboxamide ClC1=CC=2NC(=CC2S1)C(=O)N(C)[C@@H](C)C1=CNC(C2=CC(=C(C=C12)F)F)=O